BrC[C@@H](C(=O)OC)CCC(C)(F)F methyl (R)-2-(bromomethyl)-5,5-difluorohexanoate